COCCOCC(C(=O)[O-])(NC1=C2C(=NC=C1[N+](=O)[O-])N(C(=C2)S(=O)(=O)C2=CC=CC=C2)C)C 3-(2-methoxyethoxy)-2-methyl-2-((5-nitro-1-Methyl (benzenesulfonyl)-1H-pyrrolo[2,3-b]pyridin-4-yl)amino)propanoate